C(C)(C)(C)OC(CC(C(C1CC2C(C2C1)(F)F)NC(=O)OCC1=CC=CC=C1)=O)=O 4-(((benzyloxy)carbonyl)amino)-4-(6,6-difluoro-bicyclo[3.1.0]hex-3-yl)-3-oxobutanoic acid tert-butyl ester